BrC=1C=C2C(=NC1)N(C=C2C(=O)C=2C(=C(N)C=CC2OC)F)C(C2=C(C=CC=C2Cl)Cl)=O 3-[5-bromo-1-(2,6-dichlorobenzoyl)pyrrolo[2,3-b]pyridine-3-carbonyl]-2-fluoro-4-methoxyaniline